(3-chloropropyl)-2-acetylamino-1,3-thiazole-4-carboxylic acid ethyl ester C(C)OC(=O)C=1N=C(SC1CCCCl)NC(C)=O